5-trimethylhexanoyl-valerolactam CC(CCCCC(=O)C1CCCC(=O)N1)(C)C